N-((S)-2-((5-(1-(4-methoxybenzyl)-3,5-dimethyl-1H-pyrazol-4-yl)pyridin-2-yl)amino)-1-((1r,4S)-4-methylcyclohexyl)-2-oxoethyl)-1-methyl-1H-pyrazole-5-carboxamide COC1=CC=C(CN2N=C(C(=C2C)C=2C=CC(=NC2)NC([C@H](C2CCC(CC2)C)NC(=O)C2=CC=NN2C)=O)C)C=C1